(9-Anthrylmethyl)dimethylsulfonium hydrogensulfate S(=O)(=O)(O)[O-].C1=CC=CC2=CC3=CC=CC=C3C(=C12)C[S+](C)C